9-(3-(4-([1,1'-biphenyl]-4-yl)-6-phenyl-1,3,5-triazin-2-yl)phenyl)-1-bromo-9H-carbazole C1(=CC=C(C=C1)C1=NC(=NC(=N1)C1=CC=CC=C1)C=1C=C(C=CC1)N1C2=CC=CC=C2C=2C=CC=C(C12)Br)C1=CC=CC=C1